CC1=NC2=C(N1)C=C(C=C2)C2=CC=C(C=C2)C2=CC(=CC=C2)CNCC#C 2-Methyl-6-(3'-((Prop-2-yn-1-ylamino)Methyl)-[1,1'-Biphenyl]-4-yl)-1H-benzo[d]Imidazol